COC(CN1C(=NC2=NC=C(C=C21)Br)C)=O.CN(CCN2CC=1N(CC2)N=C(C1C1=CC(=NC=C1)NC(C)=O)C1=CC=C(C=C1)F)C N-(4-(5-(2-(dimethylamino)ethyl)-2-(4-fluorophenyl)-4,5,6,7-tetrahydropyrazolo[1,5-a]pyrazin-3-yl)pyridin-2-yl)acetamide methyl-2-(6-bromo-2-methylimidazo[4,5-b]pyridin-1-yl)acetate